BrC=1C=C(C(=O)Cl)C=C(C1OC)Br 3,5-dibromo-4-methoxy-benzoyl chloride